ClC1=NC=C(C(=N1)NCC1=CC=C(C=C1)N1N=C(C=C1C(C)C)C(F)(F)F)I 2-chloro-5-iodo-N-({4-[5-(propan-2-yl)-3-(trifluoromethyl)-1H-pyrazol-1-yl]phenyl}methyl)pyrimidin-4-amine